(4-(6-Fluoropyridin-3-carbonyl)morpholin-3-yl)methanol FC1=CC=C(C=N1)C(=O)N1C(COCC1)CO